C(C1=CC=CC=C1)OC(=O)N1CCN(C2=CC=CC(=C12)C)C1=CC2=C(N=C(N=C2)NCC2=C(C=C(C=C2)OC)OC)N(C1=O)C1CCC(CC1)(C)O 4-[2-[(2,4-dimethoxyphenyl)methylamino]-8-(4-hydroxy-4-methyl-cyclohexyl)-7-oxo-pyrido[2,3-d]pyrimidin-6-yl]-8-methyl-2,3-dihydroquinoxaline-1-carboxylic acid benzyl ester